N-[5-[(4-chlorophenyl)methoxy]-1,3,4-thiadiazol-2-yl]-3-(3,5-dimethyl-1H-pyrazol-4-yl)pyridine-4-carboxamide ClC1=CC=C(C=C1)COC1=NN=C(S1)NC(=O)C1=C(C=NC=C1)C=1C(=NNC1C)C